CC=1C=CC(=C(C=O)C1)OCC=1C=NC=CC1 5-methyl-2-(pyridin-3-ylmethoxy)benzaldehyde